CC(C)C=CC(C=C)(C)C 2,5,5-Trimethyl-3,6-heptadien